(R)-4-((1-(hydroxymethyl)cyclobutyl)amino)-2-((R)-3-(trifluoromethyl)-6a,7,9,10-tetrahydropyrazino[1,2-d]pyrido[3,2-b][1,4]oxazin-8(6H)-yl)-6,7-dihydrothieno[3,2-d]pyrimidine 5-oxide OCC1(CCC1)NC=1C2=C(N=C(N1)N1C[C@H]3N(C4=C(OC3)C=C(C=N4)C(F)(F)F)CC1)CC[S@]2=O